CS(=O)(=O)OC1CC2(CC(C2)C(=O)OC)C1 methyl 6-methanesulfonyloxy-spiro[3.3]heptane-2-carboxylate